Triethyl-ε-caprolacton C(C)C1C(C(=O)OCCC1)(CC)CC